N[C@@H]([C@@H](C)O)C1=NN=C(O1)C1(CC(C1)CC#N)NC(=O)N[C@@H](CO)C(=O)O (((1R,3S)-1-(5-((1S,2R)-1-amino-2-hydroxypropyl)-1,3,4-oxadiazole-2-yl)-3-(cyanomethyl)cyclobutyl)carbamoyl)-L-serine